C(C1=CC=CC=C1)OC=1C=C(C(=CC1)NCC1=CC=C(C=C1)Cl)N 4-(Benzyloxy)-N-(4-Chlorobenzyl)Benzene-1,2-Diamine